2,6-dimethylhepta-1,5-diene CC(=C)CCC=C(C)C